CN1C[C@@H]([C@H](CC1)NC(=O)C1=CC(=CC=2N(C=NC21)CC(F)(F)F)C#CCNC(C2=CC=C(C=C2)OC)=O)C N-[(3S,4S)-1-methyl-3-methyl-4-piperidyl]-6-[3-(p-anisoylamino)-1-propynyl]-1-(2,2,2-trifluoroethyl)-1H-1,3-benzimidazole-4-carboxamide